N-(3-(4-borono-3-fluorobenzamido)-2,2-dimethylpropyl)-N-(4-borono-3-fluorobenzoyl)glycine B(O)(O)C1=C(C=C(C(=O)NCC(CN(CC(=O)O)C(C2=CC(=C(C=C2)B(O)O)F)=O)(C)C)C=C1)F